FC1=C(C=CC=C1)C1=NC(=NC(=N1)NC1COC1)NC=1C=NC=C(C1)C(F)(F)F (2-Fluoro-phenyl)-N-oxetan-3-yl-N'-(5-trifluoromethyl-pyridin-3-yl)-[1,3,5]triazine-2,4-diamine